3-amino-3-{[3-hydroxy-1-oxo-1-(propan-2-yloxy)propan-2-yl]carbamoyl}propanoic acid NC(CC(=O)O)C(NC(C(OC(C)C)=O)CO)=O